CCCCOCCS(=O)(=O)[O-] 4-butoxyethyl-sulfonate